(3S,5R)-1-acryloyl-5-(methoxymethyl)pyrrolidin-3-yl-3-((4,6-difluoro-2-methyl-1H-benzo[d]imidazol-5-yl)ethynyl)-5-(methylamino)-1H-pyrazole-4-carboxamide C(C=C)(=O)N1C[C@H](C[C@@H]1COC)N1N=C(C(=C1NC)C(=O)N)C#CC1=C(C2=C(NC(=N2)C)C=C1F)F